tert-butyl 2-[1-(tert-butylsulfinylamino)-2,2-difluoro-ethyl]-4,6,7,8-tetrahydropyrazolo[1,5-a][1,4]diazepine-5-carboxylate C(C)(C)(C)S(=O)NC(C(F)F)C1=NN2C(CN(CCC2)C(=O)OC(C)(C)C)=C1